5-(7-((1R,4R)-2,5-diazabicyclo[2.2.1]heptan-2-yl)-1-methyl-1H-indazol-3-yl)-6-(benzyloxy)pyridin-2-ol [C@H]12N(C[C@H](NC1)C2)C=2C=CC=C1C(=NN(C21)C)C=2C=CC(=NC2OCC2=CC=CC=C2)O